2,5-dichloro-N-(2-(((R)-1-((5R,7S)-5,7-dimethyl-4,8-dioxo-1,3,6,2-dioxathiaborocan-2-yl)-3-methylbutyl)amino)-2-oxoethyl)benzamide ClC1=C(C(=O)NCC(=O)N[C@@H](CC(C)C)B2OC([C@@H](S[C@@H](C(O2)=O)C)C)=O)C=C(C=C1)Cl